C[Ti](C1C=CC=C1)C dimethylcyclopentadienyl-titanium